3-(2-cyclopropylethynyl)pyridin-4-ylboronic acid C1(CC1)C#CC=1C=NC=CC1B(O)O